(R)-3-cyclopropyl-N-((R)-2-(difluoromethoxy)-1-(3-(trifluoromethoxy)phenyl)ethyl)-3-hydroxybutanamide C1(CC1)[C@](CC(=O)N[C@@H](COC(F)F)C1=CC(=CC=C1)OC(F)(F)F)(C)O